N-(2-((R)-4-cyanothiazolidin-3-yl)-2-oxoethyl)-6-((3R,4R)-3,4-dimethylpyrrolidin-1-yl)quinoline-4-carboxamide C(#N)[C@H]1N(CSC1)C(CNC(=O)C1=CC=NC2=CC=C(C=C12)N1C[C@@H]([C@H](C1)C)C)=O